5-bromo-N-[(1S,2S,3S,5R)-2,6,6-trimethylnorborn-3-yl]-3aH-pyrrolo[2,3-c]pyridine-2-carboxamide BrC1=CC2C(C=N1)=NC(=C2)C(=O)N[C@@H]2[C@H]([C@H]1C(CC2C1)(C)C)C